(S)-2-(5-(2-(methoxymethyl)phenoxy)-2-(3-(5-methylpyridin-2-yloxy)pyrrolidin-1-yl)phenyl)ethanol COCC1=C(OC=2C=CC(=C(C2)CCO)N2C[C@H](CC2)OC2=NC=C(C=C2)C)C=CC=C1